CNC(=O)C1CN(C1)S(=O)(=O)C N-methyl-1-(methylsulfonyl)azetidine-3-carboxamide